(3Z)-7,7-diethoxy-3-heptenylmethoxymethyl ether C(C)OC(CC\C=C/CCC(OC)OC(CC\C=C/CCC(OCC)OCC)OC)OCC